(S)-1-(2-aminopyrimidin-4-yl)piperidin-3-ol NC1=NC=CC(=N1)N1C[C@H](CCC1)O